OC=1C=C(N(C)C)C=CC1 3-Hydroxy-N,N-dimethylaniline